methyl 9-(4-((1-(3-fluoropropyl)azetidin-3-yl)methyl)phenyl)-8-(3-(hydroxymethyl)cyclobutyl)-6,7-dihydro-5H-benzo[7]annulene-3-carboxylate FCCCN1CC(C1)CC1=CC=C(C=C1)C1=C(CCCC2=C1C=CC(=C2)C(=O)OC)C2CC(C2)CO